(S)-1-cyano-N-(1-(4-cyano-3-methylphenyl)-1H-imidazol-4-yl)pyrrolidine-3-carboxamide C(#N)N1C[C@H](CC1)C(=O)NC=1N=CN(C1)C1=CC(=C(C=C1)C#N)C